C(C)(C)(C)OC(=O)N[C@H](C(=O)O)CC1=CC=C(C=C1)N1CCOCC1 (S)-2-((tert-butoxycarbonyl)amino)-3-(4-morpholinylphenyl)propanoic acid